TETRAFLUORoPROPEN FCC(=C(F)F)F